OCC(CN1N=NC(=C1)CCCC(=O)O)(CO)COCC(CO)CO 4-(1-(3-hydroxy-2-((3-hydroxy-2-(hydroxymethyl)propoxy)methyl)-2-(hydroxymethyl)propyl)-1H-1,2,3-triazol-4-yl)butanoic acid